methallylamine, diallyldimethylammonium salt C(C=C)[N+](C)(C)CC=C.C(C(C)=C)N